FC=1C=C2C(NC=3CCC[C@H](C3C2=CC1F)NC)=O |r| rac-8,9-difluoro-1-(methylamino)-2,3,4,5-tetrahydro-1H-phenanthridin-6-one